C(CCCCCCCCCCC)C=1N(C(=NC1)CCCCCCCCCCCC)C Didodecyl-3-methylimidazole